CC(CO)C(C)C 2,3-Dimethyl-butanol